NC=1C(=NC(=CC1C1CC1)[Sn](CCCC)(CCCC)CCCC)C(=O)N 3-amino-4-cyclopropyl-6-(tributylstannyl)pyridineamide